3-(3-(2-nitro-1-phenylethyl)-1H-indol-2-yl)benzenesulfonyl fluoride [N+](=O)([O-])CC(C1=CC=CC=C1)C1=C(NC2=CC=CC=C12)C=1C=C(C=CC1)S(=O)(=O)F